NC1=C(C(=NN1C(C)C)C=1C=NC(=CC1)CC(=O)NC1=CC(=NO1)C(CC)(C)C)C(=O)N 5-Amino-3-[6-[2-[[3-(1,1-dimethylpropyl)isoxazol-5-yl]amino]-2-oxo-ethyl]-3-pyridyl]-1-isopropyl-pyrazole-4-carboxamide